COC=1C=C(C=C(C1OC)OC)N1C([C@@H]([C@@H]1C1=CC(=C(C=C1)OC)O)COC(CCl)=O)=O (3S,4R)-1-(3,4,5-trimethoxyphenyl)-4-(3-hydroxy-4-methoxyphenyl)-3-(2-chloroacetoxymethyl)azetidin-2-one